5-(2'-Fluoro-4'-methyl-3,4,5,6-tetrahydro-2H-[1,3']bipyridinyl-4-yl)-2-methyl-7-(2-trifluoromethyl-benzyl)-2,4,5,7-tetrahydro-pyrazolo[3,4-d]pyrimidin-6-on FC1=NC=CC(=C1N1CCC(CC1)N1C(N(C=2C(C1)=CN(N2)C)CC2=C(C=CC=C2)C(F)(F)F)=O)C